BrC=1C(=C2C(=NC1)N(CC21CC=CC1)CC1=CC=C(C=C1)OC)Cl 5-bromo-4-chloro-1-[(4-methoxyphenyl)methyl]spiro[2H-pyrrolo[2,3-b]pyridine-3,4'-cyclopentene]